7-{3-[(5,6-Dimethylpyridin-2-yl)carbamoyl]azetidin-1-yl}-5-methyl-4-oxo-1-(1,2,4-thiadiazol-5-yl)-1,4-dihydro-1,8-naphthyridine-3-carboxylic acid CC=1C=CC(=NC1C)NC(=O)C1CN(C1)C1=CC(=C2C(C(=CN(C2=N1)C1=NC=NS1)C(=O)O)=O)C